C(C)N1C=2N(C(N=C(C2N=C1CC#N)N1[C@H](CN([C@@H](C1)C)C(C)C1=C(C=CC(=C1)C(F)(F)F)F)C)=O)C 2-(9-ethyl-6-((2S,5R)-4-(1-(2-fluoro-5-(trifluoromethyl)phenyl)ethyl)-2,5-dimethylpiperazin-1-yl)-3-methyl-2-oxo-3,9-dihydro-2H-purin-8-yl)acetonitrile